N-(5-methyl-3-isoxazolyl)-sulfonamide CC1=CC(=NO1)NS(=O)=O